methyl N-[4-methyl-5-({4-[(2S)-2-({3-[1-methyl-3-(trifluoromethyl)-1H-pyrazol-4-yl]phenyl}formamido)propyl]piperazin-1-yl} sulfonyl)-1,3-thiazol-2-yl]carbamate CC=1N=C(SC1S(=O)(=O)N1CCN(CC1)C[C@H](C)NC(=O)C1=CC(=CC=C1)C=1C(=NN(C1)C)C(F)(F)F)NC(OC)=O